C(C)O[C@@H]1C[C@H](N(CC1)CC1=C2C=CNC2=C(C=C1OC)C)C1=CC=C(C(=O)N2[C@@H](CCC2)C(=O)O)C=C1 (4-((2S,4S)-4-ethoxy-1-((5-methoxy-7-methyl-1H-indol-4-yl)methyl)piperidin-2-yl)benzoyl)proline